FC1=C(C(=CC=C1C(=O)C1=NNC2=NC=C(C=C21)C2=C(C=C(C=C2)F)C)F)NS(=O)(=O)CCC N-(2,6-Difluoro-3-(5-(4-fluoro-2-methylphenyl)-1H-pyrazolo[3,4-b]pyridin-3-carbonyl)phenyl)propan-1-sulfonamid